C(C)(C)(C)NS(=O)(=O)C1CC1 N-(tert-butyl)cyclopropanesulfonamide